C1(CC1)C1=NC=NC(=C1C=1N=C(C2=C(N1)SC(=N2)C)NCC2=CC(=C(C=C2)C=2N(C=C(N2)C(F)(F)F)C)F)OC 5-(4-cyclopropyl-6-methoxy-pyrimidin-5-yl)-N-[[3-fluoro-4-[1-methyl-4-(trifluoromethyl)imidazol-2-yl]phenyl]methyl]-2-methyl-thiazolo[5,4-d]pyrimidin-7-amine